2-(3-(benzyloxy)cyclobutyl)-N-(4-chloro-2-fluorophenyl)-2-(2-chloro-N-(4-fluorobenzyl)acetamido)acetamide C(C1=CC=CC=C1)OC1CC(C1)C(C(=O)NC1=C(C=C(C=C1)Cl)F)N(C(CCl)=O)CC1=CC=C(C=C1)F